2-(tert-butyl)-N-(2-methyl-4-(2-((1-methyl-1H-1,2,3-triazol-4-yl)amino)pyrimidin-4-yl)benzyl)thiazole-5-carboxamide C(C)(C)(C)C=1SC(=CN1)C(=O)NCC1=C(C=C(C=C1)C1=NC(=NC=C1)NC=1N=NN(C1)C)C